C(C)(=O)OCC1CCC(CC1)COC(C)=O 4-cyclohexanedimethanol diacetate